C1(=C(C(=C(C=2C3=C(C(=C(C(=C3NC12)[2H])[2H])[2H])[2H])[2H])[2H])[2H])[2H] 9H-carbazol-1,2,3,4,5,6,7,8-d8